O1C(CCCC1)OCC12COC(CC1)(CC2)C2=NNC(=C2)C=O 3-(4-(((tetrahydro-2H-pyran-2-yl)oxy)methyl)-2-oxabicyclo[2.2.2]octane-1-yl)-1H-pyrazole-5-carbaldehyde